N-(2-((2S,4S)-4-Amino-2-(hydroxymethyl)pyrrolidin-1-yl)-5-fluorophenyl)-2-(2-fluoro-6-methoxyphenyl)pyrimidine-4-carboxamide malate C(C(O)CC(=O)O)(=O)O.N[C@H]1C[C@H](N(C1)C1=C(C=C(C=C1)F)NC(=O)C1=NC(=NC=C1)C1=C(C=CC=C1OC)F)CO